FC(C1=C(OCCNC2(CCOCC2)C(=O)NC2(CC2)C2=CC=C(C(=O)OC)C=C2)C=CC=C1)(F)F Methyl 4-[1-[[4-[2-(2-trifluoromethylphenoxy)ethylamino]tetrahydropyran-4-carbonyl]amino]cyclopropyl]benzoate